CN(C1CN(C1)C=1N=C(C2=C(N1)C(=C(N=C2)C2=CC(=CC1=CC=C(C(=C21)C#C)F)O)F)N2CC(C(CCC2)(C)O)N(C(C=C)=O)C)C N-(1-(2-(3-(dimethylamino)azetidin-1-yl)-7-(8-ethynyl-7-fluoro-3-hydroxynaphthalen-1-yl)-8-fluoropyrido[4,3-d]pyrimidin-4-yl)-4-hydroxy-4-methylazepan-3-yl)-N-methylacrylamide